4-((5-chloro-4-(1-isopropyl-1H-pyrazol-4-yl)pyrimidin-2-yl)amino)-N-(2-chlorobenzyl)-3-methoxybenzamide ClC=1C(=NC(=NC1)NC1=C(C=C(C(=O)NCC2=C(C=CC=C2)Cl)C=C1)OC)C=1C=NN(C1)C(C)C